C(C)C=1N(C=CN1)CC1=CC=C(C=C1)C1=C(SC(=C1)CC(C)C)S(=O)(=O)NC1=NC=CC=N1 3-(4-((2-Ethyl-1H-imidazol-1-yl)methyl)phenyl)-5-isobutyl-N-(pyrimidin-2-yl)thiophene-2-sulfonamide